oxo(4-phenoxyphenyl)arsine O=[As]C1=CC=C(C=C1)OC1=CC=CC=C1